FC1=C(C(=O)C2=NNC3=NC=C(C=C32)C3=CC=C(C(=O)O)C=C3)C=CC(=C1SCCC)F 4-(3-(2,4-difluoro-3-(propylsulfanyl)benzoyl)-1H-pyrazolo[3,4-b]pyridin-5-yl)benzoic acid